N-{2-[(3S,4R)-3-fluoro-4-methoxy-piperidin-1-yl]pyrimidin-4-yl}-5-(propan-2-yl)isoquinolin-3-amine F[C@H]1CN(CC[C@H]1OC)C1=NC=CC(=N1)NC=1N=CC2=CC=CC(=C2C1)C(C)C